5'-methyl-4-pentyl-2'-(prop-1-en-2-yl)-1',2',3',4'-tetrahydro-[1,1'-biphenyl]-2,6-diyl diacetate C(C)(=O)OC1=C(C(=CC(=C1)CCCCC)OC(C)=O)C1C(CCC(=C1)C)C(=C)C